C(C)(C)(C)OC(COC1=C(SC=C1Cl)C(=O)[O-])=O 3-(2-tert-butoxy-2-oxo-ethoxy)-4-chloro-thiophene-2-carboxylate